(S)-6-isobutyl-N-((S)-1-(5-(2-methoxyquinolin-3-yl)-1H-imidazol-2-yl)-7-oxononyl)-6-azaspiro[2.5]octane-1-carboxamide C(C(C)C)N1CCC2(C[C@@H]2C(=O)N[C@@H](CCCCCC(CC)=O)C=2NC(=CN2)C=2C(=NC3=CC=CC=C3C2)OC)CC1